phenyl penta-1-ylcarbamate C(CCCC)NC(OC1=CC=CC=C1)=O